C1(=CC=CC=C1)C1=NC(=NC(=N1)C1=CC=CC=C1)C1=C(C=CC=C1)C1=CC(=NC(=C1N1C2=C(C=3C=CC=CC13)C=NC=C2)C=2C=CC=1N(C3=CC=CC=C3C1C2)C2=CC=CC=C2)N2C1=C(C=3C=CC=CC23)C=NC=C1 5,5'-(4-(2-(4,6-diphenyl-1,3,5-triazin-2-yl)phenyl)-6-(9-phenyl-9H-carbazol-3-yl)pyridine-2,5-diyl)bis(5H-pyrido[4,3-b]indole)